C(C1=CC=CC=C1)N1CCC(CC1)(C1=NC=C(C=C1)F)NS(=O)(=O)C1=CC=C(C=C1)OC(F)(F)F N-[1-benzyl-4-(5-fluoro-2-pyridinyl)-4-piperidinyl]4-(trifluoromethoxy)benzenesulfonamide